CC(C)(C)OC(=O)NS(=O)(=O)NCC1=CC=CC=C1 Tert-Butyl N-Benzylsulfamoylcarbamate